3-bromo-1-methyl-7-nitro-1H-indazole BrC1=NN(C2=C(C=CC=C12)[N+](=O)[O-])C